C(C)OC(=O)C=1CN(C(C1O)=O)[C@@H](C)C(C)C 4-hydroxy-1-[(2S)-3-methylbutan-2-yl]-5-oxo-2,5-dihydro-1H-pyrrole-3-carboxylic acid ethyl ester